C1(=CC=CC=2C3=CC=CC=C3CC12)COC(=O)N[C@@H](CCCCNC(=O)C(C)(C)C)C(=O)O N-fluorenylmethoxycarbonyl-N'-tert-butylcarbonyl-L-lysine